1-(2-chloroethoxy)-3-methoxybenzene ClCCOC1=CC(=CC=C1)OC